C1OCC12CCN(CC2)CCNC(=O)C=2C=C(C(=NC2)C)NC(=O)C2=NN=C1N2C=CC(=C1)C=1C=NN(C1)C N-(5-((2-(2-oxa-7-azaspiro[3.5]nonan-7-yl)ethyl)carbamoyl)-2-methylpyridin-3-yl)-7-(1-methyl-1H-pyrazol-4-yl)-[1,2,4]triazolo[4,3-a]pyridine-3-carboxamide